bis(bromomethyl)-1,1'-biphenyl BrCC1=CC=C(C=C1)C1=CC=C(C=C1)CBr